CC=1C=C(C=C(C1OC=1C=C2C(=CC(=NC2=CC1)C1=CC=CC=C1)C)C)N1N=CC(NC1=O)=O 3,5-dimethyl-4-((4-methyl-2-phenylquinolin-6-yl)oxy)phenyl-1,2,4-triazine-3,5(2H,4H)-dione